ethyl-2-hydroxy-5-carbonyltetrahydro-1H-pyrrolizine C(C)C1C(CN2C(CCC12)=C=O)O